tert-butyl (R,Z)-6-((tert-butylsulfinyl)imino)-5,6-dihydrospiro[cyclopenta[b]pyridine-7,4'-piperidine]-1'-carboxylate C(C)(C)(C)[S@@](=O)\N=C/1\CC=2C(=NC=CC2)C12CCN(CC2)C(=O)OC(C)(C)C